tert-butyl N-[1-[(4-bromo-3-thienyl)methyl]-2-hydroxy-ethyl]-N-methyl-carbamate BrC=1C(=CSC1)CC(CO)N(C(OC(C)(C)C)=O)C